(7R)-7-phenyl-N-[(3S)-6,8-difluoro-4-oxo-3,5-dihydro-2H-1,5-benzoxazepine-3-yl]-6,7-dihydro-5H-pyrrolo[1,2-b][1,2,4]Triazole-2-carboxamide C1(=CC=CC=C1)[C@H]1CCN2N=C(N=C21)C(=O)N[C@H]2COC1=C(NC2=O)C(=CC(=C1)F)F